N-(4-((1H-Pyrazol-1-yl)methyl)-2,3-dihydrobenzofuro[7,6-d]isoxazol-8-yl)-3-(2,7-diazaspiro[3.5]nonan-2-yl)benzenesulfonamide N1(N=CC=C1)CC1=CC2=C(C(=NO2)NS(=O)(=O)C2=CC(=CC=C2)N2CC3(C2)CCNCC3)C3=C1CCO3